C(C\C=C\CC)=O (E)-hex-3-enal